3-(3-fluorophenyl)-4,6-dihydropyrrolo[3,4-c]pyrazole-5(1H)-carbonitrile FC=1C=C(C=CC1)C=1C2=C(NN1)CN(C2)C#N